C(C)C1=C(C1)CC 1,2-diethylcyclopropene